C1(CC1)C(=O)NC1=CC=C(C(=O)NNC(=O)C2C(C3C=CC2C3)C(=O)O)C=C1 3-(2-(4-(cyclopropanecarboxamido)benzoyl)hydrazine-1-carbonyl)bicyclo[2.2.1]hept-5-ene-2-carboxylic acid